thioformic acid C(=S)O